(R)-1-(7-(8-ethynyl-7-fluoro-3-hydroxynaphthalen-1-yl)-8-fluoro-2-(((3s,4s)-4-(fluoromethyl)-1,3-dimethylpiperidin-3-yl)methoxy)pyrido[4,3-d]pyrimidin-4-yl)-3-methylpiperidin-3-ol C(#C)C=1C(=CC=C2C=C(C=C(C12)C1=C(C=2N=C(N=C(C2C=N1)N1C[C@@](CCC1)(O)C)OC[C@@]1(CN(CC[C@@H]1CF)C)C)F)O)F